C(C)N1CC(CCC1)F ethyl-3-fluoropiperidin